N1(CCCCC1)NC1=CC=CC(=C1)C1=NC=CN=C1 (piperidin-1-yl)-5-(pyrazin-2-yl)aniline